[4-(2-methoxy-3-pyridinyl)thiazol-2-yl]-6-methyl-pyridine-3-carboxamide COC1=NC=CC=C1C=1N=C(SC1)C1=NC(=CC=C1C(=O)N)C